FC(C=1C=CC=2N(N1)C(=CN2)C2=CC(=NC=C2)N2CC(CC(C2)C)N=S(=O)(C)C)F ((1-(4-(6-(Difluoromethyl)imidazo[1,2-b]pyridazin-3-yl)pyridin-2-yl)-5-methylpiperidin-3-yl)imino)dimethyl-λ6-sulfanone